IC1=CC=C(C=C1)C(C)(C)C=1N=C(SC1)NC(=O)NCC1=CC=C(C=C1)N1CCNCC1 1-(4-(2-(4-iodophenyl)-propan-2-yl)thiazol-2-yl)-3-(4-(piperazin-1-yl)benzyl)urea